1-cyclobutyl-N-((2-((4-(5-(2,5-dihydro-1H-pyrrol-1-yl)pyridin-3-yl)-1H-1,2,3-triazol-1-yl)methyl)imidazo[1,2-a]pyridin-6-yl)methyl)methanamine C1(CCC1)CNCC=1C=CC=2N(C1)C=C(N2)CN2N=NC(=C2)C=2C=NC=C(C2)N2CC=CC2